1-(2-(3-((tert-butyldiphenylsilyl)oxy)propyl)-6-(2-(trifluoromethyl)phenyl)-2H-indazol-3-yl)benzene-1,3-diamine [Si](C1=CC=CC=C1)(C1=CC=CC=C1)(C(C)(C)C)OCCCN1N=C2C=C(C=CC2=C1C1(CC(=CC=C1)N)N)C1=C(C=CC=C1)C(F)(F)F